CC12[C@@H](C(C(CC1)C2)(C)C)CC(=O)O.C(=O)OC2=C(OC)C=C(CC=C)C=C2 eugenyl formate ((2S)-1,3,3-trimethylbicyclo[2.2.1]heptan-2-yl acetate)